[B].[Fe].[Ce].OC=1C=C(C=CC1)C1=C(C=CC=C1)CN1CCN(CC1)C1=CC=C(N=N1)C(=O)NC1=CC=C(C=C1)OC 6-[4-[[2-(3-hydroxyphenyl)phenyl]methyl]piperazin-1-yl]-N-(4-methoxyphenyl)pyridazine-3-carboxamide cerium-iron-boron